BrC1=CC(=CC2=C1N=C(O2)C2=CC=CC=C2)Br 4,6-dibromo-2-phenyl-benzoxazole